OCC(C(=O)[O-])(C1=CC=CC=C1)O.[K+] potassium dihydroxyphenylpropionate